(R)-cyclopropyl-(phenyl)methylamine hydrochloride Cl.C1(CC1)NCC1=CC=CC=C1